COC1=C(NCC#CC=2N=C3N(C=CC=C3[C@@H]3C[C@@H]4[C@H](N3)CN(C4)C)C2CC(F)(F)F)C=CC(=C1)S(=O)(=O)C 2-methoxy-N-(3-(8-((2S,3aS,6aS)-5-methyloctahydropyrrolo[3,4-b]pyrrol-2-yl)-3-(2,2,2-trifluoroethyl)imidazo[1,2-a]pyridin-2-yl)prop-2-yn-1-yl)-4-(methylsulfonyl)aniline